N-(5-(1-((2-amino-5-chloropyridin-3-yl)oxy)ethyl)-2-fluorophenyl)-3-methoxybenzamide NC1=NC=C(C=C1OC(C)C=1C=CC(=C(C1)NC(C1=CC(=CC=C1)OC)=O)F)Cl